FC(C1=NC(=NO1)C1=CC=C(N)C=C1)(F)F 4-(5-trifluoromethyl-1,2,4-oxadiazol-3-yl)aniline